(R)-tert-butyl 3-((R)-1-((2-chloro-5-(trifluoromethyl)nicotinyl)oxy)ethyl)piperazine-1-carboxylate ClC1=C(CO[C@H](C)[C@H]2CN(CCN2)C(=O)OC(C)(C)C)C=C(C=N1)C(F)(F)F